(R)-1-(2,5-difluoropyridin-3-yl)ethyl (4-(5-(3,4-dimethylisoxazole-5-carboxamido)pyridin-2-yl)-1-methyl-1H-1,2,3-triazol-5-yl)carbamate CC1=NOC(=C1C)C(=O)NC=1C=CC(=NC1)C=1N=NN(C1NC(O[C@H](C)C=1C(=NC=C(C1)F)F)=O)C